N1=C(C=CC=C1)[C@@H](C)NC(=O)[C@@]1(CNCC[C@H]1NC(=O)C1=NOC(=C1)C1=C(C=C(C=C1)F)F)C (3R,4R)-4-{[5-(2,4-difluoro-phenyl)-isoxazole-3-carbonyl]-amino}-3-methyl-piperidine-3-carboxylic acid ((R)-1-pyridin-2-yl-ethyl)-amide